tert-butyl (R)-4-(2-(3-(3-(cyclopropyl(3-methoxy-4-(1H-pyrazol-4-yl)benzyl)carbamoyl)piperidin-1-yl)phenoxy)-2-methylpropanoyl)piperazine-1-carboxylate C1(CC1)N(C(=O)[C@H]1CN(CCC1)C=1C=C(OC(C(=O)N2CCN(CC2)C(=O)OC(C)(C)C)(C)C)C=CC1)CC1=CC(=C(C=C1)C=1C=NNC1)OC